C1(CC1)C1=NNC(=N1)C1CC2(CN(C2)C(=O)N2CC3(C2)CC(C3)OC3=CC(=C(C#N)C=C3)C(F)(F)F)C1 4-[[2-[6-(3-cyclopropyl-1H-1,2,4-triazol-5-yl)-2-azaspiro[3.3]heptane-2-carbonyl]-2-azaspiro[3.3]heptan-6-yl]oxy]-2-(trifluoromethyl)benzonitrile